C(C(CCC)(O)O)(O)(O)O pentanepentaol